methyl 3-(9-((4-(aminomethyl)-2-(pentyloxy)phenyl)carbamoyl)-4,5-dihydrobenzo[b]thieno[2,3-d]oxepin-8-yl)-6-(propylcarbamoyl)picolinate NCC1=CC(=C(C=C1)NC(=O)C1=CC2=C(OCCC3=C2SC=C3)C=C1C=1C(=NC(=CC1)C(NCCC)=O)C(=O)OC)OCCCCC